N-(5-bromopyridin-2-yl)-N-methylpivalamide BrC=1C=CC(=NC1)N(C(C(C)(C)C)=O)C